N1-(2,4-Dimethoxybenzyl)-N5-((4-methyl-6-(3-(trifluoromethyl)-5,6-dihydro-[1,2,4]triazolo[4,3-a]pyrazin-7(8H)-yl)pyridin-3-yl)methyl)isoquinoline-1,5-diamine COC1=C(CNC2=NC=CC=3C(=CC=CC23)NCC=2C=NC(=CC2C)N2CC=3N(CC2)C(=NN3)C(F)(F)F)C=CC(=C1)OC